8-(dimethylamino)-3-(2-(4-hydroxypiperidin-1-yl)pyrimidin-5-yl)-8-phenyl-1,3-diazaspiro[4.5]decan-2-one CN(C1(CCC2(CN(C(N2)=O)C=2C=NC(=NC2)N2CCC(CC2)O)CC1)C1=CC=CC=C1)C